CC=1C=C(C=CC1C)C1=CC=C(C(N1)=O)C(=O)N 6-(3,4-dimethylphenyl)-2-oxo-1,2-dihydropyridine-3-carboxamide